2-Isobutylcyclohexanone C(C(C)C)C1C(CCCC1)=O